5,6-difluoro-7-nitroquinoline FC1=C2C=CC=NC2=CC(=C1F)[N+](=O)[O-]